6-bromo-5-(2-fluoro-4-nitrophenoxy)-1-methyl-1H-indazole BrC1=C(C=C2C=NN(C2=C1)C)OC1=C(C=C(C=C1)[N+](=O)[O-])F